3-chloro-N-(4-chloro-3-pentanamidophenyl)-benzamide ClC=1C=C(C(=O)NC2=CC(=C(C=C2)Cl)NC(CCCC)=O)C=CC1